FC1=C(C=C(C=C1)F)C1=CC=C2CCC(C2=C1)NC(O[C@@H]1CN2CCC1CC2)=O (S)-quinuclidin-3-yl (6-(2,5-difluorophenyl)-2,3-dihydro-1H-inden-1-yl)carbamate